3-((4-(benzyloxy)benzyl)amino)propan-1-ol C(C1=CC=CC=C1)OC1=CC=C(CNCCCO)C=C1